1-{4-[3-(1,1-Difluoroethyl)phenyl]piperidin-1-yl}-2-{3-[(2R,6S)-2,6-dimethylmorpholin-4-carbonyl]-5,6-dihydrocyclopenta[c]pyrazol-1(4H)-yl}ethan-1-on FC(C)(F)C=1C=C(C=CC1)C1CCN(CC1)C(CN1N=C(C2=C1CCC2)C(=O)N2C[C@H](O[C@H](C2)C)C)=O